1-(4-(tert-butyl) phenyl)-2-toluenesulfonate C(C)(C)(C)C1=CC=C(C=C1)C1(C)C(C=CC=C1)S(=O)(=O)[O-]